benzyl (S)-2-(cyanomethyl)-4-(7-(8-methylnaphthalen-1-yl)-2-(((S)-pyrrolidin-2-yl)methoxy)-5,6,7,8-tetrahydropyrido[3,4-d]pyrimidin-4-yl)piperazine-1-carboxylate C(#N)C[C@@H]1N(CCN(C1)C=1C2=C(N=C(N1)OC[C@H]1NCCC1)CN(CC2)C2=CC=CC1=CC=CC(=C21)C)C(=O)OCC2=CC=CC=C2